N[C@@H](C(=O)N)CCCCNC(=O)NC(CO)(CO)COCC(CO)CO (R)-2-amino-6-(3-(1,3-dihydroxy-2-((3-hydroxy-2-(hydroxymethyl)propoxy)methyl)propan-2-yl)ureido)hexanamide